3-(6-((4-(Cyclopropanecarbonyl)-3-hydroxy-2-methylphenoxy)methyl)pyrazin-2-yl)-4-methoxybenzoic acid C1(CC1)C(=O)C1=C(C(=C(OCC2=CN=CC(=N2)C=2C=C(C(=O)O)C=CC2OC)C=C1)C)O